BrC1=CC(=NN1)C1(CNC1)OCC(=O)OCC ethyl {[3-(5-bromo-1H-pyrazol-3-yl)azetidin-3-yl]oxy}acetate